methyl 4-fluoro-2-((4-fluoro-2-methyl-phenyl)amino)-5-(trifluoromethyl)-benzoate FC1=CC(=C(C(=O)OC)C=C1C(F)(F)F)NC1=C(C=C(C=C1)F)C